4-{1-[3-(trifluoromethoxy)benzyl]-1H-pyrazol-4-yl}-1H-pyrrolo[2,3-b]pyridine FC(OC=1C=C(CN2N=CC(=C2)C2=C3C(=NC=C2)NC=C3)C=CC1)(F)F